N-(4,4-Dimethyl-pentyl)-2-ethylsulfanyl-6-(2-methoxy-ethyl-methyl-amino)-4-methyl-pyridine-3-carboxylic acid amide CC(CCCNC(=O)C=1C(=NC(=CC1C)N(C)CCOC)SCC)(C)C